C(#N)C=1N=C2N(C(=NC=3C(=CC(=CC23)C)C(C)NC2=C(C(=O)O)C=CC=C2)N2CCCCC2)C1 2-((1-(2-cyano-9-methyl-5-(piperidin-1-yl)imidazo[1,2-c]quinazolin-7-yl)ethyl)amino)benzoic acid